(S)-N-{(S)-1-[2-(benzo[d]isoxazol-3-yl)-6-fluorophenyl]-2-(pyridin-2-yl)ethyl}-2-methylpropane-2-sulfinamide O1N=C(C2=C1C=CC=C2)C2=C(C(=CC=C2)F)[C@H](CC2=NC=CC=C2)N[S@@](=O)C(C)(C)C